1-(N-methyl-pyrrol-2-yl)-3-(3-(trifluoromethyl)phenyl)propan-1-one CN1C(=CC=C1)C(CCC1=CC(=CC=C1)C(F)(F)F)=O